ClC1=CC=C(CN2C(N(C(NC2(NC2=CC=C(C=C2)OC2=NC=C(C=C2)F)C)=O)C[C@@H]2[C@H](C2)C(=O)[O-])=O)C=C1 (1S,2S)-2-((3-(4-chlorobenzyl)-4-((4-((5-fluoropyridin-2-yl)oxy)phenyl)amino)-Methyl 2,6-dioxo-1,3,5-triazin-1-yl)methyl)cyclopropane-1-carboxylate